N-(5-(4-(5-cyanopyridin-2-yl)-4-fluoropiperidine-1-carbonyl)-2-methylphenyl)-6-(isopropylamino)nicotinamide C(#N)C=1C=CC(=NC1)C1(CCN(CC1)C(=O)C=1C=CC(=C(C1)NC(C1=CN=C(C=C1)NC(C)C)=O)C)F